CN1N=C2C=CC=C(C2=C1)C1=NN(C2=C(C=CC=C12)C)C=1C=CC(=NC1)N1CCN(CC1)C(C)=O 1-[4-(5-{2',7-dimethyl-1H,2'H-[3,4'-biindazol]-1-yl}pyridin-2-yl)piperazin-1-yl]ethan-1-one